5-phenylpentan-2,4-dien-1-one C1(=CC=CC=C1)C=CC=CC=O